N-(5-((4-((1R,5S)-6-(2-((3R,5R,7R)-adamantan-1-yl)acetyl)-3,6-diazabicyclo[3.1.1]heptane-3-carbonyl)benzyl)oxy)-1,3,4-thiadiazol-2-yl)-3-(2-methoxyphenyl)isonicotinamide C12(CC3CC(CC(C1)C3)C2)CC(=O)N2[C@@H]3CN(C[C@H]2C3)C(=O)C3=CC=C(COC2=NN=C(S2)NC(C2=C(C=NC=C2)C2=C(C=CC=C2)OC)=O)C=C3